azobiscyclohexanecarbonitrile N(=NC1(CCCCC1)C#N)C1(CCCCC1)C#N